3,9-dimethyl-3,4,7-triazatricyclo[12.3.1.02,6]Octadeca-1(18),2(6),4,14,16-pentaen-8-one CN1C=2C=3C=CC=C(CCCCC(C(NC2C=N1)=O)C)C3